N-(3-Chloro-1H-indol-7-yl)-1-(2-methylsulfonylethyl)pyrazol-4-sulfonamid ClC1=CNC2=C(C=CC=C12)NS(=O)(=O)C=1C=NN(C1)CCS(=O)(=O)C